C1=C(NC=N1)C[C@@H](CO)[NH3+] The molecule is an ammonium ion that is the conjugate acid of L-histidinol arising from protonation of the primary amino function; major species at pH 7.3. It has a role as a Saccharomyces cerevisiae metabolite. It is a conjugate acid of a L-histidinol.